N-{[(2R)-1,4-dioxan-2-yl]methyl}-4-methyl-2-[(pyridin-2-yl)methyl]-8-(trifluoromethyl)-2H-furo[2,3-g]indazole-7-carboxamide O1[C@@H](COCC1)CNC(=O)C1=C(C2=C(C=C(C3=CN(N=C23)CC2=NC=CC=C2)C)O1)C(F)(F)F